ClC1=C(C=2N=C(N=C(C2C=N1)N1CCOC[C@H](C1)O)OC[C@H]1N(C[C@@H](C1)C)C)F (S)-4-(7-chloro-2-(((2S,4R)-1,4-dimethylpyrrolidin-2-yl)methoxy)-8-fluoropyrido[4,3-d]pyrimidin-4-yl)-1,4-oxazepan-6-ol